4-chloro-2-(4-(1-methyl-2-(pyrrolidin-1-ylmethyl)-1H-imidazol-5-yl)phenoxy)benzaldehyde ClC1=CC(=C(C=O)C=C1)OC1=CC=C(C=C1)C1=CN=C(N1C)CN1CCCC1